C(#N)C=1C(=CC(=NC1)NC1CCN(CC1)S(=O)(=O)C)C1=C(N=C(S1)N(C(OC(C)(C)C)=O)C)C(F)(F)F tert-butyl N-[5-[5-cyano-2-[(1-methylsulfonyl-4-piperidyl) amino]-4-pyridyl]-4-(trifluoromethyl) thiazol-2-yl]-N-methyl-carbamate